1-{5-[(2,3-dichlorophenyl)thio]-4-nitrothiophen-2-yl}ethan-1-one ClC1=C(C=CC=C1Cl)SC1=C(C=C(S1)C(C)=O)[N+](=O)[O-]